2-(3-methyl-3H-diazirine-3-yl)ethanol CC1(N=N1)CCO